3-(2-aminobenzo[d]thiazol-6-yl)-6-(2-cyclopropoxy-3,5-difluorobenzyl)-7,8-dihydro-1,6-naphthyridin-5(6H)-one NC=1SC2=C(N1)C=CC(=C2)C=2C=NC=1CCN(C(C1C2)=O)CC2=C(C(=CC(=C2)F)F)OC2CC2